ClC=1C=C(NC2(CCC3(C(=CC4=CC=CC=C34)I)CC2)C(=O)N)C=CC1 (1s,4s)-4-(3-chloroanilino)-2'-iodospiro[cyclohexane-1,1'-indene]-4-carboxamide